2-(2-chloro-4-(2-((6-(1-methyl-1H-pyrazol-4-yl)imidazo[1,2-a]pyridin-2-yl)amino)-2-oxoethyl)phenoxy)nicotinamide ClC1=C(OC2=C(C(=O)N)C=CC=N2)C=CC(=C1)CC(=O)NC=1N=C2N(C=C(C=C2)C=2C=NN(C2)C)C1